(E)-4-(N-benzyl-2-morpholinyl-4-anilinopyrimidine-5-carboxamido)-2-butenecarboxylic acid methyl ester COC(=O)C\C=C\CN(C(=O)C=1C(=NC(=NC1)N1CCOCC1)NC1=CC=CC=C1)CC1=CC=CC=C1